C(C)(=O)NC(C(=O)OC)P(=O)(OC)OC Methyl 2-acetylamino-2-(dimethoxyphosphoryl)acetate